NC1=NC2=CC(=CC=C2C=C1Br)C[C@@H]1OC[C@]2([C@@H]1O[C@H](C2O)N2C=C(C1=C2N=CN=C1Cl)C)O (2r,3as,6s,6ar)-6-((2-amino-3-bromoquinolin-7-yl)methyl)-2-(4-chloro-5-methyl-7H-pyrrolo[2,3-d]pyrimidin-7-yl)tetrahydrofurano[3,4-b]furan-3,3a(4H)-diol